(E)-2-(7-trifluoromethyl-chroman-4-ylidene)-N-(7-hydroxy-5,6,7,8-tetrahydronaphthalene-1-yl)acetamide FC(C1=CC=C2\C(\CCOC2=C1)=C\C(=O)NC1=CC=CC=2CCC(CC12)O)(F)F